C12CNCC(CC1)N2C2=NC=1CCN(CC1C=C2)C(CC2=CC=CC=C2)=O 1-(2-(3,8-diazabicyclo[3.2.1]octan-8-yl)-7,8-dihydro-1,6-naphthyridin-6(5H)-yl)-2-phenylethan-1-one